O[C@@H]1C[C@H](N(C1)C([C@H](C(C)(C)C)N1N=NC(=C1)C1=CN=C(S1)C)=O)C(=O)NC (2S,4r)-4-hydroxy-1-[(2S)-2-[4-(2-methylthiazol-5-yl)triazol-1-yl]-3,3-dimethyl-butyryl]-N-methyl-pyrrolidine-2-carboxamide